(1S,2S)-N-(6-(((R)-1-(6-cyclopropyl-8-(3-methyl-2-oxoimidazolidin-1-yl)imidazo[1,2-a]pyridin-2-yl)ethyl)amino)pyrimidin-4-yl)-2-(4-methyl-pyrimidin-2-yl)cyclopropane-1-carboxamide C1(CC1)C=1C=C(C=2N(C1)C=C(N2)[C@@H](C)NC2=CC(=NC=N2)NC(=O)[C@@H]2[C@H](C2)C2=NC=CC(=N2)C)N2C(N(CC2)C)=O